NC1=C2C(=C3C(=N1)C=C(S3)C)N(C(=N2)CCCC)CC2CCN(CC2)C(CCOCCOCCNC(OC(C)(C)C)=O)=O tert-butyl (2-(2-(3-(4-((4-amino-2-butyl-7-methyl-1H-imidazo[4,5-d]thieno[3,2-b]pyridin-1-yl)methyl)piperidin-1-yl)-3-oxopropoxy)ethoxy)ethyl)carbamate